C1(CC1)N1C(=NC=C1C(C)N(S(=O)(=O)C)C=1C=NC2=CC(=NC(=C2C1)OC1CCC(CC1)NC1=NC=2N(C=C1)N=CC2)N2CCOCC2)[N+](=O)[O-] N-[1-(3-cyclopropyl-2-nitro-imidazol-4-yl)ethyl]-N-[7-morpholino-5-[4-(pyrazolo[1,5-a]pyrimidin-5-ylamino)cyclohexoxy]-1,6-naphthyridin-3-yl]methanesulfonamide